CSC1=NN=C(S1)NC(=O)C1=C2C(=NO1)C(CCC2)=O N-(5-(methylthio)-1,3,4-thiadiazol-2-yl)-7-oxo-4,5,6,7-tetrahydrobenzo[c]-isoxazole-3-carboxamide